OC(CNC(=O)C1=NC(=C(N=C1NC[C@@H](CO)O)C(=O)NCC(CO)O)NC[C@@H](CO)O)CO N2,N5-bis(2,3-dihydroxypropyl)-3,6-bis[(S)-2,3-dihydroxypropylamino]pyrazine-2,5-dicarboxamide